C1(C(=CCC)O1)=O epoxypentenal